C(C)(C)N1C=CC=2C(=NC(=CC21)NC=2SC(=CN2)C)O[C@@H]2CN(CC2)C(=O)OC(C)(C)C tert-butyl (S)-3-((1-isopropyl-6-((5-methylthiazol-2-yl)amino)-1H-pyrrolo[3,2-c]pyridin-4-yl)oxy)pyrrolidine-1-carboxylate